6-(5-(((1S,3S,4R,5R)-4-fluoro-1-methyl-8-azabicyclo[3.2.1]octan-3-yl)oxy)pyrazin-2-yl)isoquinolin-7-ol F[C@H]1[C@H](C[C@@]2(CC[C@H]1N2)C)OC=2N=CC(=NC2)C=2C=C1C=CN=CC1=CC2O